(16R)-18-cyclopentyl-12-(2,6-dimethylphenyl)-8,8-dioxo-15-oxa-8λ6-thia-1,9,11,18,22-pentazatetracyclo[14.4.1.13,7.110,14]tricosa-3,5,7(23),10(22),11,13-hexaen-2-one C1(CCCC1)N1C[C@H]2OC3=CC(=NC(NS(C=4C=CC=C(C(N(CC1)C2)=O)C4)(=O)=O)=N3)C3=C(C=CC=C3C)C